FC=1C=C(C=C(C1)F)[C@@H]1N(OCC1)C1=CC(=NC=N1)NC=1C(=CC(=C(C1)NC(C=C)=O)N1CCC(CC1)N1CCN(CC1)C(C)C)OC N-(5-((6-((R)-3-(3,5-difluorophenyl)-isoxazolidine-2-yl)pyrimidine-4-yl)amino)-2-(4-(4-isopropylpiperazine-1-yl)piperidine-1-yl)-4-methoxy-phenyl)acrylamide